4-(imidazole-1-yl)benzaldehyde N1(C=NC=C1)C1=CC=C(C=O)C=C1